The molecule is the (R)-enantiomer of mandelic acid. It has a role as a human xenobiotic metabolite. It is a conjugate acid of a (R)-mandelate. It is an enantiomer of a (S)-mandelic acid. C1=CC=C(C=C1)[C@H](C(=O)O)O